COC1=C(C=C(C=C1)CC(=O)O)O The molecule is a member of the class of phenylacetic acids that is the 4-O-methyl ether of (3,4-dihydroxyphenyl)acetic acid. It has a role as a metabolite. It is an aromatic ether, a member of phenols and a member of phenylacetic acids. It derives from a (3,4-dihydroxyphenyl)acetic acid.